C1OCC12CC(C2)NC2=NC=C1N=C(N(C1=N2)C2CCC(CC2)C(=O)N)NC2=C(C=C(C=C2F)Cl)F (1s,4s)-4-(2-(2-oxaspiro[3.3]heptan-6-ylamino)-8-(4-chloro-2,6-difluorophenylamino)-9H-purin-9-yl)cyclohexanecarboxamide